FC(C1=NC=CC(=C1)OC1=CC=C(C=C1)CO)F (4-((2-(difluoromethyl)pyridin-4-yl)oxy)phenyl)methanol